4-chloro-6-(2,6-dimethylphenyl)-5-(trifluoromethyl)pyridin-2-amine ClC1=CC(=NC(=C1C(F)(F)F)C1=C(C=CC=C1C)C)N